[Na+].C(C)OC(=S)SCC(=O)[O-] 2-ethoxycarbothioylsulfanylacetate sodium salt